BrC=1C(=C(C(=O)OC2=C(C(=C(C(=O)OC3=C(C(=C(C(=O)O)C(=C3C)OC)C)CC)C(=C2)C)O)C)C(=C(C1OC(C1=C(C=C(C=C1C)O)OC)=O)C)C)O 4-((4-((3-bromo-2-hydroxy-4-((4-hydroxy-2-methoxy-6-methylbenzoyl)oxy)-5,6-dimethylbenzoyl)oxy)-2-hydroxy-3,6-dimethylbenzoyl)oxy)-3-ethyl-6-methoxy-2,5-dimethylbenzoic acid